C1CNCCC12CC(CC(C2)=O)=O 3-azaspiro[5.5]undecane-8,10-dione